CS(=O)C=1N=CC=2N=CN=C(C2N1)NC1=CC=NC=C1 N-{6-methanesulfinyl-[1,3]diazino[5,4-d]pyrimidin-4-yl}pyridin-4-amine